NC1=NC(=C2NC=NC2=N1)N(C)C 2-amino-6-(N,N-dimethylamino)purine